C(C)(C)C1=C2C=C(N=CC2=C(N=C1)N1[C@H](CC1)C)NC1=NC(=NC=C1)N1C[C@H]([C@H](CC1)OC)O (3R,4S)-1-(4-((5-isopropyl-8-((S)-2-methylazetidin-1-yl)-2,7-naphthyridin-3-yl)amino)pyrimidin-2-yl)-4-methoxypiperidin-3-ol